tetrazole zinc acetate C(C)(=O)[O-].[Zn+2].N1N=NN=C1.C(C)(=O)[O-]